Cl.CC(C[C@@H](CN1N=CC=C1)N)C (S)-4-Methyl-1-(1H-pyrazol-1-yl)pentan-2-amine hydrochloride